3-(3-{[3-cyano-4-(difluoromethyl)-6-[(3S)-3-(dimethyl-amino)pyrrolidin-1-yl]pyridin-2-yl]amino}-4-(methylsulfanyl)phenyl)-2-methylpropanoic acid C(#N)C=1C(=NC(=CC1C(F)F)N1C[C@H](CC1)N(C)C)NC=1C=C(C=CC1SC)CC(C(=O)O)C